(benzoylamino)-hydroxyphenylpropionic acid C(C1=CC=CC=C1)(=O)NCC(C(=O)O)(C1=CC=CC=C1)O